C(C=1C(O)=CC=CC1)(=O)OC(C\C=C/CC)C (3Z)-1-METHYL-3-HEXENYL SALICYLATE